BrC1=NC=CC(=C1)NC1=C(C(N(C2=NC(=CC=C12)C(F)(F)F)C1=CC=CC=C1)=O)C#N 4-((2-bromopyridin-4-yl)amino)-2-oxo-1-phenyl-7-(trifluoromethyl)-1,2-dihydro-1,8-Naphthyridine-3-carbonitrile